P(=O)(O)(O)O.C(=O)O Formic Acid, Phosphate Salt